ClC1=NC(=NC(=C1)OC1=CC=CC=C1)NS(=O)(=O)C1=CC(=CC=C1)[N+](=O)[O-] N-(4-chloro-6-phenoxy-pyrimidin-2-yl)-3-nitro-benzenesulfonamide